(thio-di-4,1-phenylene)bis(diphenylsulfonium) bis(hexafluorophosphate) F[P-](F)(F)(F)(F)F.F[P-](F)(F)(F)(F)F.S(C1=CC=C(C=C1)[S+](C1=CC=CC=C1)C1=CC=CC=C1)C1=CC=C(C=C1)[S+](C1=CC=CC=C1)C1=CC=CC=C1